CC1N(C2=C3N=CC=C(C3=CC=C2C(=C1)C)C1=CC=CC=C1)C1=CC=CC=C1 2,4-dimethyl-1,7-diphenyl-1,10-phenanthroline